C1(CC1)C1=NNC(=C1)C1CC2(CN(C2)C(=O)N2CC3(C2)CCN(CC3)CC=3N(N=C(C3)C(F)(F)F)C)C1 [6-(3-cyclopropyl-1H-pyrazol-5-yl)-2-azaspiro[3.3]heptan-2-yl]-[7-[[2-methyl-5-(trifluoromethyl)pyrazol-3-yl]methyl]-2,7-diazaspiro[3.5]nonan-2-yl]methanone